FC=1C=C(C=C2C(N(CC12)[C@@H](C(NC=1SC=CN1)=O)C1=C2N(C=N1)CCC2)=O)C2=CC=C(C=C2)N2CCN(CC2)C(=O)OC(C)(C)C |r| tert-butyl 4-[4-[7-fluoro-3-oxo-2-[(1RS)-1-(6,7-dihydro-5H-pyrrolo[1,2-c]imidazol-1-yl)-2-oxo-2-(thiazol-2-ylamino)ethyl]isoindolin-5-yl]phenyl]piperazine-1-carboxylate